C1(=CC=CC=C1)C1C(NC2(CC2)C1)=O 6-phenyl-4-azaspiro[2.4]heptan-5-one